C(C)(C)[Si](O[C@H]1C[C@@H](N(C1)C(=O)OCC1=CC=CC=C1)C(=O)OC)(C(C)C)C(C)C 1-benzyl 2-methyl (2R,4S)-4-((triisopropylsilyl)oxy)pyrrolidine-1,2-dicarboxylate